BrC1=CC=C(C=2SC(=C(C21)COC2=C(C=C(C=C2F)C(N)=O)F)C(=O)OC(C(C)C)OC(CC)=O)F 2-Methyl-1-(propionyloxy)propyl 4-bromo-3-((4-carbamoyl-2,6-difluorophenoxy)methyl)-7-fluorobenzo[b]thiophene-2-carboxylate